(2,2,3,3,4,4,5,5,5-nonafluoropentanyl)oxirane FC(CC1OC1)(C(C(C(F)(F)F)(F)F)(F)F)F